F[C@@H]\1[C@@H]2C[C@H]([C@H](C/C1=C\C=1N=CC(=NC1)C1=C(C=C(C=C1)N1C=NC=C1)O)N2)OC 2-(5-((E)-((1s,2s,5s,6r)-2-fluoro-6-methoxy-8-azabicyclo[3.2.1]oct-3-ylidene)methyl)pyrazin-2-yl)-5-(1H-imidazol-1-yl)phenol